tert-butyl (Z)-(3-(1-cyano-2-(4-methoxypyridin-3-yl)vinyl)-1H-indol-5-yl)carbamate C(#N)\C(=C/C=1C=NC=CC1OC)\C1=CNC2=CC=C(C=C12)NC(OC(C)(C)C)=O